tert-butyl (2S,4R)-4-{[tert-butyl(dimethyl)silyl]oxy}-2-[(1E)-3-ethoxy-3-oxoprop-1-en-1-yl]pyrrolidine-1-carboxylate [Si](C)(C)(C(C)(C)C)O[C@@H]1C[C@H](N(C1)C(=O)OC(C)(C)C)\C=C\C(=O)OCC